C1(CCCCC1)CNC(OC1=CC(=CC=C1)C=1C=NC=C(C1)C=1SC=CN1)=O 3-(5-(thiazol-2-yl)pyridin-3-yl)phenyl (cyclohexylmethyl)carbamate